1-(5-Bromopyridin-2-yl)piperidine-4-carboxylic acid methyl ester COC(=O)C1CCN(CC1)C1=NC=C(C=C1)Br